C(C)(C)(C)N(C([O-])=O)N1C([C@@H](C[C@H]1C1=CC=CC=C1)O)=O.C(=C)C1=[N+](C=CC=C1)CCCS(=O)(=O)O 2-vinyl-1-(3-sulfopropyl)pyridinium tert-butyl-((3R,5S)-3-hydroxy-2-oxo-5-phenylpyrrolidin-1-yl)carbamate